OCCSSCCO 2-Hydroxyethyldisulfide